3-(5-(1-((S)-1-benzylpyrrolidin-2-yl)propoxy)-1-oxoisoindolin-2-yl)piperidine-2,6-dione C(C1=CC=CC=C1)N1[C@@H](CCC1)C(CC)OC=1C=C2CN(C(C2=CC1)=O)C1C(NC(CC1)=O)=O